COC1=C(C=CC=C1)SCCC(=O)O 3-((2-methoxyphenyl)thio)propanoic acid